FC1=C(O)C=CC(=C1)O fluoroquinol